ClC1=CC=C2C(=CC(=NC2=C1)C1=CC=C(C=C1)C1CCC(N1)=O)CN1CCOCC1 5-(4-(7-chloro-4-(morpholinomethyl)quinolin-2-yl)phenyl)pyrrolidin-2-one